IC1=C(C=CC=C1)CCO 2-(2-iodophenyl)-1-ethanol